NCCOCCOCC(N(CCCN(CCCN(C1=CC(=C(C=C1)N1N=C(C=C1C1=C(C=CC=C1OC)OC)C(=O)NC12C(C3CC(CC(C1)C3)C2)C(=O)O)C(C)C)C)C)C)=O (1-(4-((1-amino-9,13-dimethyl-8-oxo-3,6-dioxa-9,13-diazahexadecan-16-yl)(methyl)amino)-2-isopropylphenyl)-5-(2,6-dimethoxyphenyl)-1H-pyrazole-3-carboxamido)adamantane-2-carboxylic acid